CC1(NC(CC(C1)C(C(=O)O)N(C(C(=O)O)C1CC(NC(C1)(C)C)(C)C)C(C(=O)O)C1CC(NC(C1)(C)C)(C)C)(C)C)C.C(C1=CC=CC=C1)OCCCCCCC(CN(C(C1=C(C=C(C=C1)OC)F)=O)C1=NC(=CC=C1)C)(C)C N-(8-(benzyloxy)-2,2-dimethyloctyl)-2-fluoro-4-methoxy-N-(6-methylpyridin-2-yl)benzamide tris(2,2,6,6-tetramethyl-4-piperidyl)nitrilotri-acetate